Br.BrC1=CC=C(C=C1)\N=C(/N)\SCC1=C(C=CC(=C1)Br)C(NCC1=CC=C(C=C1)Cl)=O 5-Bromo-2-((4-chlorobenzyl)carbamoyl)benzyl (E)-N'-(4-bromophenyl)carbamimidothioate hydrobromide